C(C1=CC=CC=C1)OC(=O)N1C(CNCC1)C 2-methylpiperazine-1-carboxylic acid benzyl ester